(3α,5β,12α,20R)-3,12-dihydroxycholan O[C@H]1C[C@H]2CC[C@H]3[C@@H]4CC[C@H]([C@@H](CCC)C)[C@]4([C@H](C[C@@H]3[C@]2(CC1)C)O)C